8-bromo-N-(1-phenylethyl)dibenzo[b,d]furan-4-amine BrC=1C=CC2=C(C3=C(O2)C(=CC=C3)NC(C)C3=CC=CC=C3)C1